ClC=1C(=NC(=NC1)NC=1C(=NC=2CCN(CC2C1)C)OC)N1CCC2=NC=CC=C21 N-(5-chloro-4-(2,3-dihydro-1H-pyrrolo[3,2-b]pyridin-1-yl)pyrimidin-2-yl)-2-methoxy-6-methyl-5,6,7,8-tetrahydro-1,6-naphthyridin-3-amine